4-((2-(N,N-Dimethylaminosulfonyl)phenyl)amino)-6-((6-fluoropyridin-2-yl)amino)-N-methoxynicotinamide CN(S(=O)(=O)C1=C(C=CC=C1)NC1=CC(=NC=C1C(=O)NOC)NC1=NC(=CC=C1)F)C